(R)-2,2-difluoro-N-methyl-N-(2,2,2-trifluoro-1-(4-fluorophenyl)ethyl)benzo[d][1,3]dioxole-5-sulfonamide FC1(OC2=C(O1)C=CC(=C2)S(=O)(=O)N([C@@H](C(F)(F)F)C2=CC=C(C=C2)F)C)F